1-amino-2-decanol NCC(CCCCCCCC)O